rac.-4-chloromandelic acid ClC1=CC=C([C@H](C(=O)O)O)C=C1 |r|